FC(C=1C=CC(=NC1)OC1=CC=C(C(=O)NCC(=O)OC(C)(C)C)C=C1)(F)F tert-butyl (4-((5-(trifluoromethyl)pyridin-2-yl)oxy)benzoyl)glycinate